C1(=CC=C(C=C1)C(C(=O)O)CC(=O)O)C 2-p-tolylsuccinic acid